4-(cyclobutylamino)-N-(2-(2,6-dioxopiperidin-3-yl)-1-oxoisoindolin-5-yl)pyrimidine-2-carboxamide C1(CCC1)NC1=NC(=NC=C1)C(=O)NC=1C=C2CN(C(C2=CC1)=O)C1C(NC(CC1)=O)=O